4-(9-(5-(Difluoromethyl)-1,3,4-thiadiazol-2-yl)-6-fluoro-7-(N-(1-methyl-cyclopropyl)sulfamoyl)-9H-pyrimido[4,5-b]indol-4-yl)-N,N-dimethyl-3,6-dihydropyridine-1(2H)-carboxamide FC(C1=NN=C(S1)N1C2=C(C3=CC(=C(C=C13)S(NC1(CC1)C)(=O)=O)F)C(=NC=N2)C=2CCN(CC2)C(=O)N(C)C)F